4-[[(2R)-2-[4-(2-chloro-4-fluoro-phenyl)-2-oxo-chromen-7-yl]oxypropanoyl]amino]pyridine-2-carboxylic acid ClC1=C(C=CC(=C1)F)C1=CC(OC2=CC(=CC=C12)O[C@@H](C(=O)NC1=CC(=NC=C1)C(=O)O)C)=O